bis(vinylsulfonyl)piperazine C(=C)S(=O)(=O)N1CCN(CC1)S(=O)(=O)C=C